N-(4-((3-(difluoromethyl)-2-oxo-2,3-dihydro-1H-benzo[d]imidazol-1-yl)methyl)benzyl)acetamide FC(N1C(N(C2=C1C=CC=C2)CC2=CC=C(CNC(C)=O)C=C2)=O)F